C(CCC)(=O)O.C(CCC)(=O)O.C(=O)(OCC)C(O)C(O)C(=O)OCC diethyl tartrate dibutyrate